3-Glycidyloxy-propyl-ethyldiethoxysilan C(C1CO1)OCCC[Si](OCC)(OCC)CC